N1=CN(C=C1)C=1NC=C(C[C@H](N)C(=O)O)N1 2-3-imidazolyl-(histidine)